2-amino-9-((2R,3R,5S)-3-hydroxy-5-(hydroxymethyl)tetrahydrofuran-2-yl)-7-((3-hydroxyisoxazol-5-yl)methyl)-7,9-dihydro-1H-purine-6,8-dione NC=1NC(C=2N(C(N(C2N1)[C@@H]1O[C@@H](C[C@H]1O)CO)=O)CC1=CC(=NO1)O)=O